BrC1CN(CC1OCCOS(=O)(=O)C1=CC=C(C)C=C1)C(=O)OC(C)(C)C Tert-Butyl 3-bromo-4-(2-(tosyloxy)ethoxy)pyrrolidine-1-carboxylate